N-[3-(dimethylamino)propyl]-4-[5-(4-fluorophenyl)-1-[2-(trifluoromethyl)phenyl]pyrrol-2-yl]benzamide hydrochloride Cl.CN(CCCNC(C1=CC=C(C=C1)C=1N(C(=CC1)C1=CC=C(C=C1)F)C1=C(C=CC=C1)C(F)(F)F)=O)C